N[C@@H](/C=C/C(=O)N1CC(C1)(F)F)C (E,4R)-4-amino-1-(3,3-difluoroazetidin-1-yl)pent-2-en-1-one